1,3,5-benzenetricarboxylic acid amide C1(=CC(=CC(=C1)C(=O)O)C(=O)O)C(=O)N